phosphoric acid nickel sodium pyrophosphate [O-]P([O-])(=O)OP(=O)([O-])O.[Na+].[Ni+2].P(O)(O)(O)=O